O=C1NC(CCC1N1C(N(C2=C1C=CC=C2CCOC2C[C@@H](N([C@@H](C2)C)C(=O)OC(C)(C)C)C)C)=O)=O tert-butyl (2S,6R)-4-[2-[1-(2,6-dioxo-3-piperidyl)-3-methyl-2-oxo-benzimidazol-4-yl] ethoxy]-2,6-dimethyl-piperidine-1-carboxylate